chloro[1,1'-biphenyl] ClC1=C(C=CC=C1)C1=CC=CC=C1